tert-butyl N-[(5-carbamoyl-1-cyclopropyl-6-oxopyridin-3-yl)methyl]-N-(2-methoxyethyl)carbamate C(N)(=O)C1=CC(=CN(C1=O)C1CC1)CN(C(OC(C)(C)C)=O)CCOC